ethynyl-2-fluoro-2'-deoxyadenosine triphosphate P(O)(=O)(OP(=O)(O)OP(=O)(O)O)OC[C@@H]1[C@H](C[C@@](O1)(N1C=NC=2C(N)=NC(=NC12)F)C#C)O